N-[4-[(6,7-dimethoxy-1,5-naphthyridin-4-yl)oxy]-2,5-difluorophenyl]-5-(furan-2-yl)-1,2,6-trimethyl-4-oxopyridine-3-carboxamide COC=1N=C2C(=CC=NC2=CC1OC)OC1=CC(=C(C=C1F)NC(=O)C1=C(N(C(=C(C1=O)C=1OC=CC1)C)C)C)F